NC1=NC=C(C(=N1)C(F)F)C1=NC(=NC(=N1)N1CCOCC1)N1CCN(CC1)C(CCCCC(\C=C\C)=O)=O (E)-1-(4-(4-(2-amino-4-(difluoromethyl)pyrimidin-5-yl)-6-morpholino-1,3,5-triazin-2-yl)piperazin-1-yl)non-7-ene-1,6-dione